ClC1=CC(=C(C=C1)C1=NC(=NC2=NC(=C(N=C12)C)C)N1C[C@@H](OCC1)C=1C=NN(C1)C)C 4-(4-chloro-2-methylphenyl)-6,7-dimethyl-2-((2S)-2-(1-methyl-1H-pyrazol-4-yl)-4-morpholinyl)pteridine